ethyl 2-(3-formyloxy-4-hydroxyphenyl)-4-methyl-5-thiazolate C(=O)OC=1C=C(C=CC1O)C=1SC(=C(N1)C)C(=O)OCC